2-(cyclobutyloxymethyl)-3-(2,6-dimethoxyphenyl)-6-hydroxy-5-{[4-(2-oxo-1,2-dihydropyridin-1-yl)phenyl]methyl}-3,4-dihydropyrimidin-4-one C1(CCC1)OCC1=NC(=C(C(N1C1=C(C=CC=C1OC)OC)=O)CC1=CC=C(C=C1)N1C(C=CC=C1)=O)O